FC1=CC=C(C=C1)C1C(C1)O 2-(4-fluorophenyl)cyclopropyl alcohol